1-(4-chlorophenyl-amino)-3-{1-ethyl-5-[(1-methyl-4-piperidylamino)methyl]-1H-indol-2-yl}-2-propyne ClC1=CC=C(C=C1)NCC#CC=1N(C2=CC=C(C=C2C1)CNC1CCN(CC1)C)CC